OC1=C(C=CC(=C1)O)C(CC1=CC(=C(C=C1)O)OC)=O 1-(2,4-Dihydroxyphenyl)-2-(4-hydroxy-3-methoxyphenyl)-ethanon